(E)-2,6-difluoro-N-(2-methoxy-5-(4-(2-(4-oxopent-2-enoyl)-2,7-diazaspiro[3.5]nonan-7-yl)quinazolin-6-yl)pyridin-3-yl)benzenesulfonamide FC1=C(C(=CC=C1)F)S(=O)(=O)NC=1C(=NC=C(C1)C=1C=C2C(=NC=NC2=CC1)N1CCC2(CN(C2)C(\C=C\C(C)=O)=O)CC1)OC